N-(3-Aminopropyl)-N'-dodecyl-1,3-Propandiamin NCCCNCCCNCCCCCCCCCCCC